4-bromo-5-iodo-1-(tetrahydro-2H-pyran-2-yl)-6-(trifluoromethyl)-1H-indazole BrC1=C2C=NN(C2=CC(=C1I)C(F)(F)F)C1OCCCC1